(1S,2R,4R)-N-((5-chloro-6-((3-methylisoxazol-5-yl)methoxy)-1H-indol-2-yl)methyl)-7-oxabicyclo[2.2.1]heptane-2-carboxamide ClC=1C=C2C=C(NC2=CC1OCC1=CC(=NO1)C)CNC(=O)[C@H]1[C@@H]2CC[C@H](C1)O2